bis(trifluoromethyl)propadiene FC(F)(F)C=C=CC(F)(F)F